C(C)(C)(C)OC(=O)N(C(OCCCC)=O)CC=1C=NC(=NC1)N1C[C@H](NCC1)CO butyl N-[(tert-butoxy)carbonyl]-N-({2-[(3S)-3-(hydroxymethyl)piperazin-1-yl]pyrimidin-5-yl}methyl)carbamate